FC=1C(=C(C(=C(O)C1)C)C)C(C)(C)C1=CC=C(C=C1)O fluorodimethyl-bisphenol A